C(CCCCCCC\C=C/C=C\CCCC)O (Z,Z)-9,11-hexadecadienol